CC(CC(C)C)NC1=CC=C(C=C1)NC1=CC=CC=C1 N-(1,3-dimethylbutyl)-N'-phenyl-para-phenylenediamine